tert-butyl 2-((4-methyl-3-((1-(naphthalen-1-yl)cyclopropyl)carbamoyl) phenoxy)methyl)pyrrolidine-1-carboxylate CC1=C(C=C(OCC2N(CCC2)C(=O)OC(C)(C)C)C=C1)C(NC1(CC1)C1=CC=CC2=CC=CC=C12)=O